FC=1C=CC2=C([C@H](CO2)CC(=O)NC2=CC=C(C=C2)[C@H]2C=3N(CCC2)C=NC3C)C1 |o1:6,19| rel-2-((R)-5-fluoro-2,3-dihydrobenzofuran-3-yl)-N-(4-((S)-1-methyl-5,6,7,8-tetrahydroimidazo[1,5-a]pyridin-8-yl)phenyl)acetamide